2-(4,5-dihydro-2H-spiro[furan-3,1'-indan]-6'-yl)acetic acid C12(CCC3=CC=C(C=C13)CC(=O)O)COCC2